CC=1N=CSC1C1=CC=C(C=C1)CN (4-(4-methylthiazol-5-yl)phenyl)methylamine